Dimethyl (3-(4-fluoro-5-hydroxy-6-methoxybenzo[b]thiophen-2-yl)-3-oxopropyl)phosphonate FC1=C(C(=CC=2SC(=CC21)C(CCP(OC)(OC)=O)=O)OC)O